BrC1=CC=C(C=N1)CN1C(C=CC=C1)=NC(C(F)(F)F)=O N-[1-((6-bromopyridin-3-yl)methyl)pyridin-2(1H)-ylidene]-2,2,2-trifluoroacetamide